1-(5-(difluoromethyl)-1,3,4-thiadiazol-2-yl)-4-((3R,5S)-3-(methoxymethyl)-5-methylpiperazin-1-yl)-N-(1-methylcyclopropyl)-1H-benzo[d]imidazole-6-sulfonamide FC(C1=NN=C(S1)N1C=NC2=C1C=C(C=C2N2C[C@@H](N[C@H](C2)C)COC)S(=O)(=O)NC2(CC2)C)F